N1(C=NC=C1)CC(C(=O)O)O 3-(imidazol-1-yl)lactic acid